L-threonic acid O=C([C@H](O)[C@@H](O)CO)O